FC=1C=C(C(=O)NC=2SC(=CN2)C2=CC(=CC=C2)N2CCCC2)C=C(C1O)/C=N/N1CCN(CC1)C (E)-3-fluoro-4-hydroxy-5-(((4-methylpiperazin-1-yl)imino)methyl)-N-(5-(3-(pyrrolidin-1-yl)phenyl)thiazol-2-yl)benzamide